3-methacryloyl-oxysulfolane C(C(=C)C)(=O)OC1CS(=O)(=O)CC1